1-((2R,3R,4S,5R)-3,5-difluoro-4-hydroxy-5-(iodomethyl)-3-methyltetrahydrofuran-2-yl)pyrimidine-2,4(1H,3H)-dione F[C@]1([C@@H](O[C@@]([C@H]1O)(CI)F)N1C(NC(C=C1)=O)=O)C